CN(C(=O)C1=C2CCCN(C2=CC=C1)C1=NN(C2=NC(=CN=C21)N2CCC(CC2)(C)CNC(OC(C)(C)C)=O)CC2=CC=C(C=C2)OC)C tert-butyl ((1-(3-(5-(dimethylcarbamoyl)-3,4-dihydroquinolin-1(2H)-yl)-1-(4-methoxybenzyl)-1H-pyrazolo[3,4-b]pyrazin-6-yl)-4-methylpiperidin-4-yl)methyl)carbamate